(E)-3-((1S,2R)-2-aminocyclopentyl)acrylic acid N[C@H]1[C@@H](CCC1)/C=C/C(=O)O